3-(3,5-difluorophenyl)-N-(4-methoxyphenyl)-N-methylpropaneamide FC=1C=C(C=C(C1)F)CCC(=O)N(C)C1=CC=C(C=C1)OC